cyclopentadienyl-(2-methylcyclopentadienyl)zirconium dichloride [Cl-].[Cl-].C1(C=CC=C1)[Zr+2]C1C(=CC=C1)C